C1(CC1)C=1SC(=CC1NC(N)=O)C 3-(2-cyclopropyl-5-methylthiophene-3-yl)urea